2-[(2E)-2-(aminomethyl)-3-fluoroprop-2-en-1-yl]-4-(6-bromo-5-methylpyridin-3-yl)-2,4-dihydro-3H-1,2,4-triazol-3-one hydrochloride Cl.NC/C(/CN1N=CN(C1=O)C=1C=NC(=C(C1)C)Br)=C\F